N-(3-fluoro-2'-hydroxy-3''-methoxy-[1,1':3',1''-terphenyl]-4-yl)acetamide FC=1C=C(C=CC1NC(C)=O)C1=C(C(=CC=C1)C1=CC(=CC=C1)OC)O